F[C@@H]1COCC[C@@H]1N1CCC(CC1)NC1=C(C=C(C=C1)S(=O)(=O)C=1C(=C(C(=O)N)C=CC1)OC=1C=C2C(=NC1)NC=C2)[N+](=O)[O-] [[4-({1-[cis-3-fluorotetrahydro-2H-pyran-4-yl]piperidin-4-yl}amino)-3-nitrophenyl]sulfonyl]-2-(1H-pyrrolo[2,3-b]pyridin-5-yloxy)benzamide